N1NC(N=C1)=O 1,2-dihydro-3H-1,2,4-triazol-3-one